chloro(triethylphosphine) ClCCP(CC)CC